NC(COC1=CC(=C2CCCC2=C1)F)C 6-(2-aminopropoxy)-4-fluoro-2,3-dihydro-1H-inden